FC(C)N1N=CC(=N1)C1=CC=CC=C1 2-(1-fluoroethyl)-4-phenyl-2H-1,2,3-triazole